ClC1=CC(=C(COC2=CC=CC(=N2)C2=CC(N(C=C2)CC2=NC=3C(=NC(=CC3)C(=O)OC)N2C[C@H]2OCC2)=O)C=C1)F (S)-methyl 2-((6-((4-chloro-2-fluorobenzyl) oxy)-2'-oxo-[2,4'-bipyridin]-1'(2'H)-yl) methyl)-3-(oxetan-2-ylmethyl)-3H-imidazo[4,5-b]pyridine-5-carboxylate